C1(NCCCCC1)CCOC1=CC2=C(N(C=N2)C2=CC=C(C=C2)NC(=O)NC=2NN=C(C2)C(C)(C)C)C=C1 1-{4-[5-(2-azacycloheptan-1-yl-ethoxyl)-benzimidazol-1-yl]-phenyl}-3-(5-tert-butyl-2H-pyrazol-3-yl)-urea